OCC1=NC(=NC(=C1)C)N1CCN(CC1)C(=O)OC(C)(C)C tert-butyl 4-(4-(hydroxymethyl)-6-methylpyrimidin-2-yl)piperazine-1-carboxylate